1-(1-(Methylsulfonyl)piperidin-4-yl)-N5-(1-(3-oxomorpholino)piperidin-4-yl)-1H-pyrazole-3,5-dicarboxamide CS(=O)(=O)N1CCC(CC1)N1N=C(C=C1C(=O)NC1CCN(CC1)N1C(COCC1)=O)C(=O)N